C(CCCCCN=C(C)CC(C)C)N=C(C)CC(C)C N,N'-(hexane-1,6-diyl)bis(4-methylpentan-2-imine)